2-[(6-{[(5,6-dichloro-1-naphthyl)oxy]methyl}-5-fluoropyridin-3-yl)oxy]-N,N-diethylamine ClC1=C2C=CC=C(C2=CC=C1Cl)OCC1=C(C=C(C=N1)OCCNCC)F